FC(C(=O)O)(F)F.FC=1C(=C(N2N=C(N=CC21)N[C@H]2[C@@H](CNCC2)F)C(C)C)C#N 5-fluoro-2-{[(3R,4R)-3-fluoropiperidin-4-yl]amino}-7-isopropylpyrrolo[2,1-f][1,2,4]triazine-6-carbonitrile 2,2,2-trifluoroacetate